Cl.Cl.CC(CC(CN)N)(C)C 4,4-Dimethylpentane-1,2-diamine dihydrochloride